ClC=1C(=CC(=C(C1)NC1=NC(=NC=C1)NC=1C(=CC(=C(C1)NC(C=C)=O)N1C[C@@H](CC1)N(C)C)OC)C(C)(C)O)F (R)-N-(5-((4-((5-chloro-4-fluoro-2-(2-hydroxypropan-2-yl)phenyl)amino)pyrimidin-2-yl)amino)-2-(3-(dimethylamino)pyrrolidin-1-yl)-4-methoxyphenyl)acrylamide